CS(=O)(=O)O.CN(C(COC(CC1=CC=C(C=C1)OC(C1=CC=C(C=C1)NC=NN)=O)=O)=O)C 4-[[4-[(Aminoiminomethyl)amino]benzoyl]oxy]benzeneacetic acid 2-(dimethylamino)-2-oxoethyl ester methanesulfonate